(R)-N-((R)-(1-(4-bromo-3-fluorophenyl)cyclopropyl)-(cyano)methyl)-2-methylpropane-2-sulfinamide BrC1=C(C=C(C=C1)C1(CC1)[C@@H](N[S@](=O)C(C)(C)C)C#N)F